ClC=1C=C2C=C(NC2=CC1OCC1=CC(=NO1)C)CNC(=O)[C@@]1(OCCC1)C (R)-N-((5-chloro-6-((3-methylisoxazol-5-yl)methoxy)-1H-indol-2-yl)methyl)-2-methyltetrahydrofuran-2-carboxamide